(S)-(3-cyclohexyl-1-hydrazino-1-oxo-propan-2-yl)carbamic acid tert-butyl ester C(C)(C)(C)OC(N[C@H](C(=O)NN)CC1CCCCC1)=O